COCC1(CCC(CC1)C=1C(=NN2C1CN(CC2)C(=O)C21CC(C2)(C1)C)CN(CCNC)C)COC (3-(4,4-bis(methoxymethyl)-cyclohexyl)-2-((methyl(2-(methylamino)ethyl)amino)-methyl)-6,7-dihydropyrazolo-[1,5-a]pyrazin-5(4H)-yl)(3-methylbicyclo[1.1.1]pentan-1-yl)methanone